F[B-](F)(F)F.C(C)(C)(C)P(C(C)(C)C)C(C)(C)C tritertbutylphosphine tetrafluoroborate